C(C=C)(=O)OCCCOCCC propoxy-propyl acrylate